Cl.CNCCC(=O)O 3-(methylamino)propionic acid hydrochloride